NC=1C=2N(C3=CC(=CC=C3N1)C(=O)N(C=1C=NN(C1)C)CC1=C(C=C(C=C1)C(F)(F)F)F)C=NC2 4-amino-N-(2-fluoro-4-(trifluoromethyl)benzyl)-N-(1-methyl-1H-pyrazol-4-yl)imidazo[1,5-a]quinoxaline-8-carboxamide